N-(9-hydroxy-9H-fluoren-2-yl)acetamide (S)-benzyl-3-(3-(((tertbutyldimethylsilyl)oxy)methyl)-4-methylphenyl)-3-(1-ethyl-4-methyl-1H-benzo[d][1,2,3]triazol-5-yl)propanoate C(C1=CC=CC=C1)OC(C[C@H](C1=C(C2=C(N(N=N2)CC)C=C1)C)C1=CC(=C(C=C1)C)CO[Si](C)(C)C(C)(C)C)=O.OC1C2=CC=CC=C2C=2C=CC(=CC12)NC(C)=O